C1(=CC=CC=C1)C1=NC(=CC=C1C1=C(C#N)C(=C(C(=C1N1C2=C(C3=CC=CC=C13)C=CC=N2)N2C1=CC=CC=C1C=1C=C(C=CC21)C)N2C1=CC=CC=C1C=1C=C(C=CC21)C)N2C1=C(C3=CC=CC=C23)C=CC=N1)C1=CC=CC=C1 2-(2,6-diphenylpyridin-3-yl)-4,5-bis(3-methyl-9H-carbazol-9-yl)-3,6-bis(9H-pyrido[2,3-b]indol-9-yl)benzonitrile